methyl 4-bromo-1H-pyrrolo[2,3-b]pyridine-3-carboxylate BrC1=C2C(=NC=C1)NC=C2C(=O)OC